zinc bisoctyl-zinc salt C(CCCCCCC)[Zn]CCCCCCCC.[Zn]